COC(C1=CC(=C(C=C1)SCC1=NN(C=C1)C)[N+](=O)[O-])=O.CN1N=C(C=C1)CS(=O)(=O)C1=C(C=C(C(=O)OC)C=C1)[N+](=O)[O-] methyl 4-(((1-methyl-1H-pyrazol-3-yl)methyl)sulfonyl)-3-nitrobenzoate Methyl-4-(((1-methyl-1H-pyrazol-3-yl)methyl)thio)-3-nitrobenzoate